COC1=C(C=C(C=C1)OC1=CC=C(C=C1)C(F)(F)F)NC(=O)C1=CNC(C=C1)=O N-(2-Methoxy-5-(4-(trifluoromethyl)phenoxy)phenyl)-6-oxo-1,6-dihydro-pyridine-3-carboxamide